C1(CCC1)N1N=C(C(=C1NC(CC1C(C1)(F)F)=O)C)C1(CC(C1)(F)F)C N-(1-cyclobutyl-3-(3,3-difluoro-1-methylcyclobutyl)-4-methyl-1H-pyrazol-5-yl)-2-(2,2-difluorocyclopropyl)acetamide